(2-(hydroxyimino)ethyl)(cyclohexyl)phosphinic acid ON=CCP(O)(=O)C1CCCCC1